BrC1=C(C2=C(N3C(COC2)=NN=C3C)S1)CC1=CC=C(C=C1)F 2-bromo-3-(4-fluorobenzyl)-9-methyl-4H,6H-thieno[2,3-e][1,2,4]triazolo[3,4-c][1,4]oxazepine